C1=CC=CC=2C3=CC=CC=C3C(C12)CN(C(=O)OC[C@@H]1CNC2=C(O1)C=CC(=C2)Cl)[C@@H]2CN[C@@H](C2)C(N[C@@H]2CCCC1=CC=CC=C21)=O (S)-(6-chloro-3,4-dihydro-2H-benzo[b][1,4]oxazin-2-yl)methanol (9H-fluoren-9-yl)methyl-((3S,5S)-5-(((R)-1,2,3,4-tetrahydronaphthalen-1-yl)carbamoyl)pyrrolidin-3-yl)carbamate